6-CHLORO-2-METHYL-IMIDAZO[2,1-B]THIAZOLE-5-CARBOXALDEHYDE ClC=1N=C2SC(=CN2C1C=O)C